C1(=CC=CC=C1)C1=NC(=CC(=C1)C=1C=C(C=CC1)C)C(F)(F)F 2-phenyl-4-(m-tolyl)-6-(trifluoromethyl)pyridine